C(C)(=O)N1[C@H](CN(C[C@@H]1C)C(C=C)=O)C1=CC(=NC(=C1)Cl)C1=CC(=NC=N1)C(=O)NC 6-(4-((2S,6S)-1-acetyl-4-acryloyl-6-methylpiperazin-2-yl)-6-chloropyridin-2-yl)-N-methylpyrimidine-4-carboxamide